ClC1=CC=C2C(=CC=NC2=C1)C1=CC(=C(C=C1)O)C 4-(7-Chloro-4-quinolyl)-2-methyl-phenol